4-phenyl-1H-imidazole-5-diazonium C1(=CC=CC=C1)C=1N=CNC1[N+]#N